COC=1C=2N(C=C(C1)C1=CC3=C(N(C(N3)=O)[C@H]3CN(CCC3)C)C=C1C)N=CN2 (R)-5-(8-Methoxy-[1,2,4]triazolo[1,5-a]pyridin-6-yl)-6-methyl-1-(1-methylpiperidin-3-yl)-1,3-dihydro-2H-benzo[d]imidazol-2-on